1-Ethyl-N-(2-methyl-4-((4-(4-(trifluoromethyl)piperidin-1-yl)phenyl)amino)benzyl)-5-oxopyrrolidine-3-carboxamide C(C)N1CC(CC1=O)C(=O)NCC1=C(C=C(C=C1)NC1=CC=C(C=C1)N1CCC(CC1)C(F)(F)F)C